NC(CN1C(=CC2=CC(=CC=C12)C(=O)NCC1=CC=C(C=C1)S(=O)(=O)CC)CC1=C(C=C(C=C1)Cl)C(F)(F)F)=O 1-(2-amino-2-oxoethyl)-2-(4-chloro-2-(trifluoromethyl)benzyl)-N-(4-(ethylsulfonyl)benzyl)-1H-indole-5-carboxamide